FC1=CC(=C(C=C1C=1C=NC(=NC1)N1CCOCC1)NC(=O)C1=CNC(C=C1C(F)(F)F)=O)N1C[C@H](N([C@@H](C1)C)C)C N-[4-fluoro-5-(2-morpholin-4-ylpyrimidin-5-yl)-2-[(3R,5R)-3,4,5-trimethylpiperazin-1-yl]phenyl]-6-oxo-4-(trifluoromethyl)-1H-pyridine-3-carboxamide